F[C@@H]1[C@@H](C1)NC(=O)C1=CN=C2C=3NCCOC3C(=NN12)NC1=CC(=CC=C1)C1=NC=C(C=C1)C=O N-[(1R,2S)-2-fluorocyclopropyl]-8-{[3-(5-formylpyridin-2-yl)phenyl]amino}-10-oxa-3,6,7,13-tetraazatricyclo[7.4.0.0^{2,6}]trideca-1(9),2,4,7-tetraene-5-carboxamide